C(C)(C)(C)O[Si](O)(OC(C)C)OC(C)(C)C bis(t-butoxy)(isopropoxy)silanol